2-(3-amino-1-methylcyclobutyl-3-d)-4-chlorobenzonitrile NC1(CC(C1)(C)C1=C(C#N)C=CC(=C1)Cl)[2H]